N1CCC(CC1)OC1CC(C1)O 3-(4-Piperidyloxy)cyclobutanol